N-fluoro-N-tertiary butyl-2-methyl-benzamide FN(C(C1=C(C=CC=C1)C)=O)C(C)(C)C